CN1CC=2N([C@H]3[C@H](C1=O)CCC3)C(C3=C(N2)SC2=C3CCN(C2)C)=O (3aR,14aR)-5,10-dimethyl-3,3a,5,6,9,10,11,12-octahydro-1H-cyclopenta[f]pyrido[4'',3'':4',5']thieno[2',3':4,5]pyrimido[1,2-a][1,4]diazepine-4,13(2H,14aH)-dione